CC1(CC1)NC=1C2=C(N=C(N1)C1=CC(=NC=C1)N)C=NC=C2 4-{4-[(1-methylcyclopropyl)amino]pyrido[3,4-d]pyrimidin-2-yl}pyridin-2-amine